[Cl-].COC1=NC(=NC(=N1)OC)[N+]1(CCOCC1)OC 4-(4,6-dimethoxy-1,3,5-triazin-2-yl)4-methoxymorpholinium chloride